tert-butyl (2R)-6-(benzyloxy)-5-[(2-tert-butoxy-2-oxoethyl)(trifluoroacetyl)amino]-4-fluoro-2-(hydroxymethyl)-2,3-dihydro-1H-indole-1-carboxylate C(C1=CC=CC=C1)OC1=C(C(=C2C[C@@H](N(C2=C1)C(=O)OC(C)(C)C)CO)F)N(C(C(F)(F)F)=O)CC(=O)OC(C)(C)C